COC1=CC=C(C=C1)P1(SC=CP(S1)(C1=CC=C(C=C1)OC)=S)=S 2,4-bis(4-methoxyphenyl)-1,3,2,4-dithiadiphosphine-2,4-disulfide